N1C(=NC2=C1C=CC=C2)CN(CCCCN)[C@H]2CCCC=1C=CC=NC21 (S)-N'-(1H-benzimidazol-2-ylmethyl)-N'-(5,6,7,8-tetrahydroquinolin-8-yl)butane-1,4-diamine